N[C@H]1C[C@@H](CC1)C(=O)NCCNC(C1=C(C=C(C=C1)NC=1C=2N(C=CN1)C(=CN2)C=2C(=NNC2)C(F)(F)F)CC)=O N-[2-[[(1R,3R)-3-aminocyclopentanecarbonyl]amino]ethyl]-2-ethyl-4-[[3-[3-(trifluoromethyl)-1H-pyrazol-4-yl]imidazo[1,2-a]pyrazin-8-yl]amino]benzamide